3-(((4-hydroxy-3-methoxybenzyl)amino)methyl)-6-isopropyl-1-(4-methoxybenzyl)-1H-indole-2-carboxylic acid OC1=C(C=C(CNCC2=C(N(C3=CC(=CC=C23)C(C)C)CC2=CC=C(C=C2)OC)C(=O)O)C=C1)OC